N[C@@](C(=O)O)(CCCCB(O)O)C1CC(C1)NCCC1=CC(=C(C=C1)F)F (S)-2-amino-6-borono-2-((1S,3R)-3-(3,4-difluorophenethylamino)cyclobutyl)hexanoic acid